fluorobisphenol A cyanate [O-]C#N.FC1=C(O)C=CC(=C1)C(C)(C)C1=CC=C(C=C1)O